(S)-6-chloro-2-(2,5-dimethyl-1-(4-(2-morpholinoethoxy)phenyl)-1H-pyrrol-3-yl)-N-(1-(ethylsulfonyl)pyrrolidin-3-yl)-1H-imidazo[4,5-b]pyridin-7-amine ClC=1C(=C2C(=NC1)N=C(N2)C2=C(N(C(=C2)C)C2=CC=C(C=C2)OCCN2CCOCC2)C)N[C@@H]2CN(CC2)S(=O)(=O)CC